N-methyl-1-(methylamino)cyclohexanecarboxamide CNC(=O)C1(CCCCC1)NC